CON=CCC1=CNC2=CC=CC=C12 O-methyl-1H-indole-3-acetaldoxime